N1C=NC2=C1C=CC(=C2)N2C(NC[C@@H]2C2=CC=C(C=C2)C2CCN(CC2)C)=O (S)-1-(1H-Benzo[d]imidazol-5-yl)-5-(4-(1-methylpiperidin-4-yl)phenyl)imidazolidin-2-on